2-(4'-diethylamino-2'-methylbenzyl)-1-benzocycloheptanone C(C)N(C1=CC(=C(CC2C=CC3=C(CCCCC3)C2=O)C=C1)C)CC